3-ethyl-5-(4-hydroxybenzyl)-4-oxo-4,5,6,7-tetrahydropyrazolo[1,5-a]pyrazine-2-carboxylic acid (5-trifluoromethyl[1,3,4]thiadiazol-2-yl)amide FC(C1=NN=C(S1)NC(=O)C1=NN2C(C(N(CC2)CC2=CC=C(C=C2)O)=O)=C1CC)(F)F